C(C)(C)(C)N(C(O)=O)[C@@H]1CCCC12CCN(CC2)C2=NC(=C(N=C2)C2=C(C(=CC=C2)Cl)Cl)C.BrCC(CC2=CC=C(C=C2)CCCC)=O 1-bromo-3-(4-butylphenyl)propan-2-one (R)-tert-butyl-(8-(5-(2,3-dichlorophenyl)-6-methylpyrazin-2-yl)-8-azaspiro[4.5]decan-1-yl)carbamate